3-(diethylamino)propiophenone C(C)N(CCC(=O)C1=CC=CC=C1)CC